N1CCC(CC1)N1CCNCC1 4-(4-piperidinyl)piperazine